7-bromo-1-(2-(sec-but-yl)phenyl)-6-chloroquinazoline-2,4(1H,3H)-dione BrC1=C(C=C2C(NC(N(C2=C1)C1=C(C=CC=C1)C(C)CC)=O)=O)Cl